5-(3-methoxyphenyl)-1,3,4-thiadiazole COC=1C=C(C=CC1)C1=NN=CS1